Ter-phenyl C1(=CC=CC=C1)C=1C(=CC=CC1)C1=CC=CC=C1